tert-butyl 4-(3-amino-1H-indazol-5-yl)-2-(2-(pyridin-4-ylmethoxy)pyridin-4-yl)-1H-pyrrolo[2,3-b]pyridine-1-carboxylate NC1=NNC2=CC=C(C=C12)C1=C2C(=NC=C1)N(C(=C2)C2=CC(=NC=C2)OCC2=CC=NC=C2)C(=O)OC(C)(C)C